FC1=C(CCNC(OC(C)(C)C)=O)C=CC=C1[N+](=O)[O-] tert-butyl (2-fluoro-3-nitrophenethyl)carbamate